ClC=1C(=C(C=O)C=CC1)OC[C@@H]1OC1 (R)-3-chloro-2-(oxiran-2-ylmethoxy)benzaldehyde